COC1=CC=C(C=C1)\C=C(/CCC=O)\C (Z)-5-(4-methoxyphenyl)-4-methylpent-4-enal